ClC=1C=C(C=CC1)C1C(C1)C(=O)NC1=NC=CC(=C1)NCC=1N=C2N(C=C(C=C2C2(CCN(CC2)C)F)C2CC2)C1 2-(3-chlorophenyl)-N-(4-(((6-cyclopropyl-8-(4-fluoro-1-methylpiperidin-4-yl)imidazo[1,2-a]pyridin-2-yl)methyl)amino)pyridin-2-yl)cyclopropane-1-carboxamide